CN([C@@H](CC1=CC(=C(C(=O)N)C=C1)F)CNC(C[C@H](C(C)(C)C)C=1C=NC=C(C1)F)=O)C 4-((S)-2-(dimethylamino)-3-((R)-3-(5-fluoropyridin-3-yl)-4,4-dimethylpentanamido)propyl)-2-fluorobenzamide